CC(C)N(C(C)C)[Si]([Si](C=C)(C=C)C=C)(Cl)Cl 1-(N,N-bis(1-methylethyl)amino)-1,1-dichloro-2,2,2-trivinyldisilane